Br.[Br-].N1C=[NH+]C=C1 1H-imidazol-3-ium bromide hydrobromide